N1(CCC1)CC1(CC1)NC(C(F)(F)C1=CC=C(C=C1)C(F)F)=O N-(1-(azetidin-1-ylmethyl)cyclopropyl)-2-(4-(difluoromethyl)phenyl)-2,2-difluoroacetamide